N-(4,4-diethyl-7-(trifluoromethyl)-4H-chromeno[4,3-d]thiazol-2-yl)-3,6-dimethoxypyridazine-4-carboxamide C(C)C1(OC=2C=C(C=CC2C=2N=C(SC21)NC(=O)C2=C(N=NC(=C2)OC)OC)C(F)(F)F)CC